Cl.N[C@H](CNC(=O)C=1NC2=CC(=CC=C2C1)C1=CC=CC=C1)CCCN (S)-N-(2,5-diaminopentyl)-6-phenyl-1H-indole-2-carboxamide hydrogen chloride salt